NC=1C(=CC(=C(C(=O)OCC)C1)Br)OCCC(=O)OC(C)(C)C ethyl 5-amino-2-bromo-4-(3-tert-butoxy-3-oxo-propoxy)benzoate